trans-pyrrolizidine C1CCN2CCCC12